ClC1=C(C(=O)NC=2OC(=NN2)C)C=CC(=C1[S@@](=O)C)C(F)F 2-Chloro-N-(5-methyl-1,3,4-oxadiazol-2-yl)-3-[(S)-methylsulfinyl]-4-(difluoromethyl)benzamid